ClC1=C(C=C(C(=O)NCC=2C=C3CCCN(C3=CC2)C(CC(C)C)=O)C=C1)C 4-Chloro-3-methyl-N-{[1-(3-methylbutanoyl)-1,2,3,4-tetrahydrochinolin-6-yl]methyl}benzamid